2-bromo-6-(3,3-dimethylbutoxy)pyridine BrC1=NC(=CC=C1)OCCC(C)(C)C